CN(C1=C(C=C(C(=C1)F)Br)F)C Dimethyl-4-bromo-2,5-difluoroaniline